dialuminane [AlH]1[AlH]CCCC1